C(=O)O.FC(S(=O)(=O)N)F difluoromethanesulfonamide formate